Benzylidene[1,3-bis(2,4,6-trimethylphenyl)imidazolidin-2-ylidene]dichlororuthenium C(C1=CC=CC=C1)=[Ru](Cl)(Cl)=C1N(CCN1C1=C(C=C(C=C1C)C)C)C1=C(C=C(C=C1C)C)C